C(CC1=CC=CC=C1)C1OCCC(O1)CCC(=O)C1=CC=2CCCCC2C=C1 (+-)-3-(2-phenethyl-1,3-dioxan-4-yl)-1-(5,6,7,8-tetrahydronaphthalen-2-yl)propan-1-one